FC(C=1C=C2C(=CC1)C(N(CC21CC1)CC(=O)NC1=NC=C(C=N1)F)=O)F 2-[6-(difluoromethyl)-1-oxospiro[3H-isoquinoline-4,1'-cyclopropane]-2-yl]-N-(5-fluoropyrimidin-2-yl)acetamide